ClC1=NC(=CC=C1C(=O)NS(=O)(=O)C1=NN(C=C1)CCC[C@H]1CC(N(C1)C(=O)OC(C)(C)C)(C)C)N1N=C(C=C1)OCCC(C(F)(F)F)(C)C tert-butyl (4S)-4-[3-[3-[[2-chloro-6-[3-(4,4,4-trifluoro-3,3-dimethyl-butoxy)pyrazol-1-yl]pyridine-3-carbonyl] sulfamoyl]pyrazol-1-yl]propyl]-2,2-dimethyl-pyrrolidine-1-carboxylate